Methyl ((S)-1-((S)-3-(((S)-1-(ethylamino)-6,6-difluoro-1,2-dioxoheptan-3-yl)carbamoyl)-2-azaspiro[4.5]decan-2-yl)-3,3-dimethyl-1-oxobutan-2-yl)carbamate C(C)NC(C([C@H](CCC(C)(F)F)NC(=O)[C@H]1N(CC2(C1)CCCCC2)C([C@H](C(C)(C)C)NC(OC)=O)=O)=O)=O